Propan-2-yl (2R)-2-({[(1S)-1-[3-fluoro-4-(trifluoromethyl)phenyl]ethyl]carbamoyl}oxy)-3-(1H-1,2,4-triazol-1-yl)propanoate FC=1C=C(C=CC1C(F)(F)F)[C@H](C)NC(=O)O[C@@H](C(=O)OC(C)C)CN1N=CN=C1